methyl (S)-3-(2-((1H-pyrazol-5-yl)amino)-2-oxoethyl)-7-methyl-2-(2-(2-oxopyridin-1(2H)-yl)ethyl)-3,7,8,9-tetrahydro-6H-imidazo[4,5-f]quinoline-6-carboxylate N1N=CC=C1NC(CN1C(=NC2=C3CC[C@@H](N(C3=CC=C21)C(=O)OC)C)CCN2C(C=CC=C2)=O)=O